BrC=1C=C(C=CC1)CS(=O)(=O)NCCCl 1-(3-bromophenyl)-N-(2-chloroethyl)methanesulfonamide